C1(CC1)[C@@H](C)N(C(=O)OCC1=C(C=NN1C)C1=CC=C(O[C@@H]2C[C@H](CCC2)C(=O)O)C=C1)C (1S,3S)-3-(4-(5-(((((R)-1-cyclopropyl-ethyl)(methyl)carbamoyl)oxy)methyl)-1-methyl-1H-pyrazol-4-yl)phenoxy)cyclohexane-1-carboxylic acid